ClC=1C=C2C(=C3C1NC(NC31CCCCC1)=O)OC(=N2)NC(C)=O N-{5-chloro-7-oxo-7,8-dihydro-6H-spiro[[1,3]oxazolo[5,4-f]quinazoline-9,1'-cyclohexane]-2-yl}acetamide